Stannum Oxide [Sn]=O